3-chloro-4-((3,5-difluoropyridin-2-yl)methoxy-d2)-2'-(3-(2-hydroxypropan-2-yl)-1H-pyrazol-1-yl)-5',6'-dimethyl-2H-[1,4'-bipyridin]-2-one ClC=1C(N(C=CC1OC([2H])([2H])C1=NC=C(C=C1F)F)C1=CC(=NC(=C1C)C)N1N=C(C=C1)C(C)(C)O)=O